ClC1=NNC2=C1N=C(N=C2)Cl 3,5-dichloro-1H-pyrazolo[4,3-d]pyrimidine